Cl.CO[C@@H]1CNC[C@@H]1OC (3R,4S)-3,4-dimethoxypyrrolidine hydrochloride